3-(5-Ethyl-1,3-thiazol-2-yl)-5-(tetrahydro-2H-pyran-4-yloxy)-N-{(1R)-1-[2-(trifluoromethyl)pyrimidin-5-yl]ethyl}benzamide C(C)C1=CN=C(S1)C=1C=C(C(=O)N[C@H](C)C=2C=NC(=NC2)C(F)(F)F)C=C(C1)OC1CCOCC1